3-(4-(2,2,2-trifluoroethyl)phenyl)morpholine FC(CC1=CC=C(C=C1)C1NCCOC1)(F)F